1-(4-chlorophenyl)-7-phenyl-naphthalene ClC1=CC=C(C=C1)C1=CC=CC2=CC=C(C=C12)C1=CC=CC=C1